2-((tert-butyldimethylsilyloxy)methyl)-4-(4-(1-(5-(4-fluorophenoxy)pyrazin-2-ylamino)-1-oxopropan-2-yl)-2,2-dimethylpiperazine-1-carbonyl)pyridine 1-oxide [Si](C)(C)(C(C)(C)C)OCC1=[N+](C=CC(=C1)C(=O)N1C(CN(CC1)C(C(=O)NC1=NC=C(N=C1)OC1=CC=C(C=C1)F)C)(C)C)[O-]